2-((1R,5S)-3-(7-(3-hydroxynaphthalen-1-yl)-2-((tetrahydro-1H-pyrrolizin-7a(5H)-yl)methoxy)quinazolin-4-yl)-3,8-diazabicyclo[3.2.1]octan-8-yl)-1-(piperidin-4-yl)ethan-1-one OC=1C=C(C2=CC=CC=C2C1)C1=CC=C2C(=NC(=NC2=C1)OCC12CCCN2CCC1)N1C[C@H]2CC[C@@H](C1)N2CC(=O)C2CCNCC2